C(C)O[Si](C)(CCCOCC1CO1)OCC Diethoxy(glycidyloxypropyl)methylsilane